FC(C1=NN=C(S1)C1=NC(=NC2=C(C=C(C=C12)S(=O)(=O)NC1(CC1)CF)N1C[C@@H](N[C@H](C1)C)C)C)F 4-(5-(difluoromethyl)-1,3,4-thiadiazol-2-yl)-8-((3S,5S)-3,5-dimethylpiperazin-1-yl)-N-(1-(fluoromethyl)cyclopropyl)-2-methylquinazoline-6-sulfonamide